4-(2-Toluenesulfonylhydrazono)piperidine-1-carboxylic acid tert-butyl ester C(C)(C)(C)OC(=O)N1CCC(CC1)=NNS(=O)(=O)CC1=CC=CC=C1